C(C1=CC=CC=C1)OCCCOC1=C(C=CC=C1)Br 1-(3-(benzyloxy)propoxy)-2-bromobenzene